CCC(CC)N1N=CC(=C1)C=1C=2N(C=C(N1)C=1C=NN(C1)C[C@@H]1CNCCO1)N=CC2 (S)-2-((4-(4-(1-(pent-3-yl)-1H-pyrazol-4-yl)pyrazolo[1,5-a]pyrazin-6-yl)-1H-pyrazol-1-yl)methyl)morpholine